(2-(dimethylamino)ethylsulfonyl)-5-(4-fluorophenyl)-N-(3-(imidazo[1,2-b]pyridazin-3-ylethynyl)-4-methylphenyl)-1H-imidazole-4-carboxamide CN(CCS(=O)(=O)N1C=NC(=C1C1=CC=C(C=C1)F)C(=O)NC1=CC(=C(C=C1)C)C#CC1=CN=C2N1N=CC=C2)C